O=C1NC(CCC1N1C(C2=CC=C(C=C2C1)NC(C(C1=CC(=CC=C1)N1CCC(CC1)N1N=CC(=C1)C1=NC2=CC=CC=C2N=C1)(F)F)=O)=O)=O N-(2-(2,6-Dioxopiperidin-3-yl)-1-oxoisoindolin-5-yl)-2,2-difluoro-2-(3-(4-(4-(quinoxalin-2-yl)-1H-pyrazol-1-yl)piperidin-1-yl)phenyl)acetamide